acrylic acid propionic anhydride C(CC)(=O)OC(C=C)=O